[3-(3-bromophenyl)-3-chloropropyl]dimethylamine BrC=1C=C(C=CC1)C(CCN(C)C)Cl